(5S)-3-Oxo-2-{[5-(trifluoromethyl)pyridin-3-yl]methyl}-2,3,5,6,7,8-hexahydro[1,2,4]triazolo[4,3-a]pyridin O=C1N(N=C2N1CCCC2)CC=2C=NC=C(C2)C(F)(F)F